O1-[2,2-dimethyl-3-(3-oxobutanoyloxy)propyl] O6-[2,2-dimethyl-3-(3-oxopentanoyloxy)propyl] hexanedioate C(CCCCC(=O)OCC(COC(CC(CC)=O)=O)(C)C)(=O)OCC(COC(CC(C)=O)=O)(C)C